ClC1=C(CN2CC3C(C2)CN(C3)C(=O)N3N=C(C=C3)C(=O)NC)C=C(C=C1)Cl 1-(5-(2,5-dichlorobenzyl)octa-hydropyrrolo[3,4-c]pyrrole-2-carbonyl)-N-methyl-1H-pyrazole-3-carboxamide